N[C@@H](CC(C)C)C(=O)NC1=CC2=CC=CC=C2C=C1 L-leucyl-β-naphthylamine